CN1CC(CC1)COC1=C(C2=CC=CC=C2C=C1)CC1=C(C=CC2=CC=CC=C12)O 1-({2-[(1-methylpyrrolidin-3-yl)methoxy]naphthalen-1-yl}methyl)naphthalen-2-ol